methyl 4-(1-hydroxyethyl)-7-methyl-6,7-dihydro-5H-cyclopenta[b]pyridine-2-carboxylate OC(C)C1=C2C(=NC(=C1)C(=O)OC)C(CC2)C